ethyl 2-[8-[tert-butoxycarbonyl (methyl)amino]-3-chloro-6-fluoro-9H-pyrido[2,3-b]indol-4-yl]-2-cyano-acetate C(C)(C)(C)OC(=O)N(C=1C=C(C=C2C3=C(NC12)N=CC(=C3C(C(=O)OCC)C#N)Cl)F)C